COC(=O)C=1C(=NC(=CC1)Cl)N1N=C(C=C1C)C(F)F 6-chloro-2-[3-(difluoromethyl)-5-methyl-pyrazol-1-yl]pyridine-3-carboxylic acid methyl ester